trans-8'-Bromo-7'-fluoro-3-(pyridin-2-yl)spiro[cyclobutane-1,1'-pyrrolo[2,3-c]quinolin]-2'(3'H)-one BrC1=CC=2C3=C(C=NC2C=C1F)NC(C31CC(C1)C1=NC=CC=C1)=O